C(CCCCCCCCCC=CCC=CCCCCC)(=O)[O-] 11,14-Eicosadienoate